BrC1=CC=C(C=C1)C[C@H](C(=O)OCC1=CC=CC=C1)O benzyl (2R)-3-(4-bromophenyl)-2-hydroxypropionate